(4-((1R,5S)-3,8-diazabicyclo[3.2.1]oct-3-yl)-8-fluoro-2-(((2S,4R)-4-fluoro-1-methylpyrrolidin-2-yl)methoxy)-5-(propynyl)pyrido[4,3-d]pyrimidin-7-yl)-5-ethyl-6-fluoronaphthalen-2-ol [C@H]12CN(C[C@H](CC1)N2)C=2C1=C(N=C(N2)OC[C@H]2N(C[C@@H](C2)F)C)C(=C(N=C1C#CC)C1=C(C=CC2=C(C(=CC=C12)F)CC)O)F